COC[C@H](C)N1C(=CC2=C1N=C(N=C2)NC=2C(=NN(C2)CS(=O)(=O)C)OC2COC2)C#N 7-[(1S)-2-methoxy-1-methyl-ethyl]-2-[[1-(methylsulfonylmethyl)-3-(oxetan-3-yloxy)pyrazol-4-yl]amino]pyrrolo[2,3-d]pyrimidine-6-carbonitrile